BrC=1C=C2N(N=CC(=C2NCC2COC2)C(=NC2=C(C=C(C=C2)O[Si](C)(C)C(C)(C)C)CC)N)C1 6-bromo-N'-[4-[tert-butyl(dimethyl)silyl]oxy-2-ethyl-phenyl]-4-(oxetan-3-ylmethylamino)pyrrolo[1,2-b]pyridazine-3-carboxamidine